trifluoromethanesulfonyl-imidazolium FC(S(=O)(=O)C=1NC=C[NH+]1)(F)F